CC=1SC=C(N1)C(=O)O 2-methylthiazole-4-carboxylic acid